(2S)-2-(5,6-dimethylpyridin-3-yl)-1-methylpyrrolidin-1-ium benzoate C(C1=CC=CC=C1)(=O)[O-].CC=1C=C(C=NC1C)[C@H]1[NH+](CCC1)C